(R)-2-amino-5-(2-bromophenyl)-4-oxo-4,5-dihydrofuran-3-yl-5-d phenylmethanesulfonate C1(=CC=CC=C1)CS(=O)(=O)OC1=C(O[C@](C1=O)([2H])C1=C(C=CC=C1)Br)N